(1R,2S)-2-({8-methoxy-7-[3-(pyrrolidin-1-yl)propoxy]-1H,2H,3H-cyclopenta[c]quinolin-4-yl}amino)cyclopentan-1-ol formate C(=O)O[C@H]1[C@H](CCC1)NC1=NC=2C=C(C(=CC2C2=C1CCC2)OC)OCCCN2CCCC2